(1S,2S,4R,8S,9S,11S,12S,13R)-8-[2-(Dimethylamino)acetyl]-11-hydroxy-9,13-dimethyl-6-propyl-5,7-dioxapentacyclo[10.8.0.02,9.04,8.013,18]icosa-14,17-dien-16-one CN(CC(=O)[C@@]12OC(O[C@@H]1C[C@H]1[C@@H]3CCC4=CC(C=C[C@@]4([C@H]3[C@H](C[C@]21C)O)C)=O)CCC)C